tert-Butyl 2-[1-[2-(4,4-difluorocyclohexyl)-3,6-dimethyl-4-oxo-chromen-8-yl]ethylamino]benzoate FC1(CCC(CC1)C=1OC2=C(C=C(C=C2C(C1C)=O)C)C(C)NC1=C(C(=O)OC(C)(C)C)C=CC=C1)F